(S)-5-(4-(2,2-dimethylcyclopentyl)phenyl)-N,N-dimethyl-7-oxo-4,7-dihydropyrazolo[1,5-a]pyrimidine-3-carboxamide CC1([C@H](CCC1)C1=CC=C(C=C1)C=1NC=2N(C(C1)=O)N=CC2C(=O)N(C)C)C